BrC1=CC=C(C=C1)C1=COC2=CC(=CC=C2C1=O)OCCCCCCCCN1CCN(CC1)CCO 3-(4-bromophenyl)-7-((8-(4-(2-hydroxyethyl)piperazin-1-yl)octyl)oxy)-4H-chromen-4-one